FC1=CC=C(C=C1)C1=NC2=C(N1)C=C(C=C2C)C 2-(4-fluorophenyl)-4,6-dimethyl-1H-benzo[d]imidazole